Racemic-N-(8-amino-2,7-naphthyridin-4-yl)-2-oxo-2-[(2R,5S)-5-methyl-2-[2-(1,2,2-trimethyl-4-piperidyl)-1,3-benzothiazol-5-yl]-1-piperidyl]acetamide NC=1N=CC=C2C(=CN=CC12)NC(C(N1[C@H](CC[C@@H](C1)C)C=1C=CC2=C(N=C(S2)[C@H]2CC(N(CC2)C)(C)C)C1)=O)=O |&1:29|